2-(pent-3-yl)phenyl acetate C(C)(=O)OC1=C(C=CC=C1)C(CC)CC